2-[7-[[5-(trifluoromethyl)-4H-1,2,4-triazol-3-yl]methyl]-2-azaspiro[3.5]nonane-2-carbonyl]-2,5-diazaspiro[3.4]octan-6-one FC(C=1NC(=NN1)CC1CCC2(CN(C2)C(=O)N2CC3(C2)NC(CC3)=O)CC1)(F)F